C12CN(CC(CC1)O2)CCC(=O)NC=2C=C(C(=NC2)C)NC(=O)C=2C=NN1C2SC(=C1)C=1C(=NN(C1C)CCOC)C N-(5-(3-(8-oxa-3-azabicyclo[3.2.1]octan-3-yl)propanamido)-2-methylpyridin-3-yl)-2-(1-(2-methoxyethyl)-3,5-dimethyl-1H-pyrazol-4-yl)pyrazolo[5,1-b]thiazole-7-carboxamide